BrC1=CC(=NN1C1CC1)C(F)F 5-bromo-1-cyclopropyl-3-(difluoromethyl)-1H-pyrazole